[N+](=O)([O-])C=1C=NN(C1)C1CN(C1)CC#N (3-(4-nitro-1H-pyrazol-1-yl)azetidin-1-yl)acetonitrile